5-[5-[(1R)-1-(3,5-dichloro-4-pyridinyl)ethoxy]-6-methoxy-1-tetrahydropyran-2-yl-indazol-3-yl]-2-[3-methyl-3-(methylaminomethyl)azetidin-1-yl]pyridine-3-carbonitrile ClC=1C=NC=C(C1[C@@H](C)OC=1C=C2C(=NN(C2=CC1OC)C1OCCCC1)C=1C=C(C(=NC1)N1CC(C1)(CNC)C)C#N)Cl